C(C)(C)(C)P(C1=C(C=CC=C1)C1=CC=CC=C1)C(C)(C)C 2-(di-tert-butylphosphino)-1,1'-biphenyl